C(#N)[C@H]1[C@@H](CCCC1)N1N=C(C(=C1)C(=O)N)NC1=CC2=C(B(OC2)O)C=C1 (trans-2-cyanocyclohexyl)-3-((1-hydroxy-1,3-dihydrobenzo[c][1,2]oxaborol-5-yl)amino)-1H-pyrazole-4-carboxamide